(E)-6-(4-(4-ethylphenyl)but-1-en-1-yl)-2,3-dihydro-1H-inden-1-one C(C)C1=CC=C(C=C1)CC/C=C/C1=CC=C2CCC(C2=C1)=O